S-ethyl (1,3-dioxoisoindolin-2-yl)(isopropyl)carbamothioate O=C1N(C(C2=CC=CC=C12)=O)N(C(SCC)=O)C(C)C